FC1CN(C1)CCN1N=CC(=C1)C=1N=C(C=2N(C1)N=CC2)C=2C=NN(C2)C(CC)CC 6-(1-(2-(3-fluoroazetidin-1-yl)ethyl)-1H-pyrazol-4-yl)-4-(1-(pentan-3-yl)-1H-pyrazol-4-yl)pyrazolo[1,5-a]pyrazine